COC=1C=CC=C2CCN(C12)C(=O)C1=CN(C2=C1C(N(C=C2C)C)=O)C 3-((7-methoxy-2,3-dihydro-1H-indol-1-yl)carbonyl)-1,5,7-trimethyl-1,5-dihydro-4H-pyrrolo[3,2-c]pyridin-4-one